5-(4-Amino-5-(trifluoromethyl)pyrrolo[2,1-f][1,2,4]triazin-7-yl)-N-((3R,4S)-1-(1-aminocyclopentan-1-carbonyl)-4-fluoropyrrolidin-3-yl)-2-methoxynicotinamid NC1=NC=NN2C1=C(C=C2C=2C=NC(=C(C(=O)N[C@@H]1CN(C[C@@H]1F)C(=O)C1(CCCC1)N)C2)OC)C(F)(F)F